2-(2-amino-3-cyano-6-nitro-4H-chromen-4-yl)propanedinitrile NC=1OC2=CC=C(C=C2C(C1C#N)C(C#N)C#N)[N+](=O)[O-]